ClC1=CC=C(C[C@H]2CO[C@H](CN2C(=O)OC(C)(C)C)[C@@H](C(F)(F)F)O)C=C1 (2R,5S)-tert-butyl 5-(4-chlorobenzyl)-2-((S)-2,2,2-trifluoro-1-hydroxyethyl)-morpholine-4-carboxylate